NC1=C2C(=NC(=N1)Cl)N(N=C2)CC=2C=C(OCC=1C=C(C=CC1Br)CO)C=CC2 (3-((3-((4-amino-6-chloro-pyrazolo[3,4-d]pyrimidin-1-yl)methyl)phenoxy)methyl)-4-bromo-phenyl)methanol